CN(NC(CC)N)C N'-dimethylamino-propanediamine